ClC1=CC=C(C=C1)C=1C(=CC=CC1)C(=O)N1CCN(CC1)CC1=CC=C(C=C1)C=1C=C2CN(C(C2=CC1)=O)C1C(NC(CC1)=O)=O 3-(5-(4-((4-(4'-chloro-[1,1'-biphenyl]-2-carbonyl)piperazin-1-yl)methyl)phenyl)-1-oxoisoindolin-2-yl)piperidine-2,6-dione